(R)-1-(2,5-difluoropyridin-3-yl)ethyl (4-(5-((1S,2R)-[1,1'-bi(cyclopropane)]-2-carboxamido)pyridin-2-yl)-1-methyl-1H-1,2,3-triazol-5-yl)carbamate [C@@H]1([C@@H](C1)C(=O)NC=1C=CC(=NC1)C=1N=NN(C1NC(O[C@H](C)C=1C(=NC=C(C1)F)F)=O)C)C1CC1